6-fluoro-7-{3-[(3-methoxypropyl)carbamoyl]azetidin-1-yl}-4-oxo-1-(1,3-thiazol-2-yl)-1,4-dihydro-1,8-naphthyridine-3-carboxylic acid FC=1C=C2C(C(=CN(C2=NC1N1CC(C1)C(NCCCOC)=O)C=1SC=CN1)C(=O)O)=O